N-(2-chloro-3-fluorophenyl)-7-methoxy-2-(tetrahydro-2H-pyran-4-yl)imidazo[1,2-a]pyridine-6-carboxamide ClC1=C(C=CC=C1F)NC(=O)C=1C(=CC=2N(C1)C=C(N2)C2CCOCC2)OC